3-amino-6-(6-ethoxypyridin-3-yl)-N-((2-fluoro-5-methoxybenzyl)oxy)pyrazine-2-carboxamide NC=1C(=NC(=CN1)C=1C=NC(=CC1)OCC)C(=O)NOCC1=C(C=CC(=C1)OC)F